N1(C(CC2=CC=CC=C12)O)O Indolinediol